N=1C=NN2C1C=C(C=C2)OC2=C(C=C(C=C2)NC2=NC=NC1=CC=C(C=C21)NC=2OCC(N2)(C)C)C N4-(4-([1,2,4]triazolo[1,5-a]pyridin-7-yloxy)-3-methylphenyl)-N6-(4,4-dimethyl-4,5-dihydrooxazol-2-yl)-quinazoline-4,6-diamine